CON(C(C1=C(C=CC=C1)OC1=CC(=CC=C1)C(F)(F)F)=O)C N-methoxy-N-methyl-2-[3-(trifluoromethyl)phenoxy]benzamide